NC1=CC=C(C=N1)CC(=O)OC methyl 6-amino-3-pyridineacetate